CC1N(C(C=C(C1)OS(=O)(=O)C(F)(F)F)C)C(=O)OC(C)(C)C Tert-butyl 2,6-dimethyl-4-(((trifluoromethyl) sulfonyl) oxy)-3,6-dihydropyridine-1(2H)-carboxylate